NC[C@@H](C(=O)NC=1C=CC=C2C(=CNC12)C=1C(=NNC1C)C)C1=CC=CC=C1 (2S)-3-amino-N-[3-(3,5-dimethyl-1H-pyrazol-4-yl)-1H-indol-7-yl]-2-phenyl-propionamide